O=C1NC(C2=C(N1)SC(=C2)S(=O)(=O)Cl)=O 2,4-dioxo-1H,3H-thieno[2,3-d]pyrimidine-6-sulfonyl chloride